C(C)(C)(C)OC(NC=1C=NC2=CC=CC=C2C1)=O quinolin-3-yl-carbamic acid tert-butyl ester